5-(2-(tert-butoxy)-2-oxoethoxy)isophthalate C(C)(C)(C)OC(COC=1C=C(C=C(C(=O)[O-])C1)C(=O)[O-])=O